4-[6-(2-aminoethyl)pyridazin-3-yl]-3-(2-methyl-5-phenylpyrazol-3-yl)oxybenzonitrile NCCC1=CC=C(N=N1)C1=C(C=C(C#N)C=C1)OC=1N(N=C(C1)C1=CC=CC=C1)C